BrC1=CC(=C2CN(C(NC2=C1)=O)C1CC(CC1)C(=O)NC1=CC(=C(C=C1)C)OC)C 3-(7-bromo-5-methyl-2-oxo-1,2-dihydroquinazolin-3(4H)-yl)-N-(3-methoxy-4-methylphenyl)cyclopentanecarboxamide